C(C)(C)(C)C1[C@](N(CC[C@@]1(C(=O)O)CC1=NC(=CC(=C1F)C)Cl)C(=O)O)(C)C(C)(C)C Di-tert-butyl-(2R,4R)-4-((6-chloro-3-fluoro-4-methylpyridin-2-yl)methyl)-2-methylpiperidine-1,4-dicarboxylic acid